C(C)(C)(C)C1=C(N(C)C)C=CC=C1 tert-butyl-N,N-dimethylaniline